FCC1OC2=CC=CC=C2CC1 2-(fluoromethyl)chroman